(3E)-10,10-dinonyloxy-3-decen-1-ol C(CCCCCCCC)OC(CCCCC/C=C/CCO)OCCCCCCCCC